C(C1=CC=CC=C1)OC1=C(C(=O)N(CCC)CC2=CC=C(C(=O)OC)C=C2)C=C(C(=C1)OCC1=CC=CC=C1)C(C)C methyl 4-((2,4-bis(benzyloxy)-5-isopropyl-N-propylbenzamido)methyl)benzoate